C(C1CC(C(C(C1)C)N)C)C1CC(C(C(C1)C)N)C 4,4'-methylenebis(2,6-dimethylcyclohexaneamine)